(3R)-3-{[2-(1H-pyrazol-4-yl)-7-(trifluoromethyl)[1,2,4]triazolo[1,5-c]quinazolin-5-yl]amino}azepin-2-one N1N=CC(=C1)C1=NN2C(=NC=3C(=CC=CC3C2=N1)C(F)(F)F)NC=1C(N=CC=CC1)=O